ClC=1C(=C(C(=O)OC)C=C(C1)C(C)(C1=CC=C(C=C1)OCC1=NC(=NC=C1)SC)C)OCCCl methyl 3-chloro-2-(2-chloroethoxy)-5-[1-methyl-1-[4-[(2-methylsulfanylpyrimidin-4-yl)methoxy]phenyl]ethyl]benzoate